N1CC(C2=CC=CC=C12)=O 1,2-dihydro-3H-indole-3-one